FC=1C=C(OC2=CN=C(S2)NC(C(C)N2CC(C(CC2)C2=CC=C(C(=O)O)C=C2)(F)F)=O)C=C(C1)F 4-(1-(1-((5-(3,5-difluorophenoxy)thiazol-2-yl)amino)-1-oxopropan-2-yl)-3,3-difluoropiperidin-4-yl)benzoic acid